N-[2-(2,4-dimethylphenyl)ethyl]-6-methyl-3-[3-(trifluoro-methyl)phenoxy]pyridazine-4-carbothioamide CC1=C(C=CC(=C1)C)CCNC(=S)C1=C(N=NC(=C1)C)OC1=CC(=CC=C1)C(F)(F)F